di-tert-butyl 3-oxo-morpholine-2,4-dicarboxylate O=C1N(CCOC1C(=O)OC(C)(C)C)C(=O)OC(C)(C)C